CC1=C2C(=CC=NC2=CC=C1C1=CC=C(C=C1)S(=O)(=O)C)C(=O)O 5-methyl-6-(4-(methylsulfonyl)phenyl)quinoline-4-carboxylic acid